CCCCCCCC/C=C\CCCCCCCCCC(=O)O[C@H](COC(=O)CCC/C=C\C/C=C\C/C=C\C/C=C\CCCCC)COP(=O)(O)OC[C@@H](C(=O)O)N 1-(5Z,8Z,11Z,14Z-eicosatetraenoyl)-2-(11Z-eicosenoyl)-glycero-3-phosphoserine